N-((R)-2-hydroxy-2-(3-hydroxyphenyl)ethyl)-2-(4-isobutylphenyl)-N-methylpropionamide O[C@@H](CN(C(C(C)C1=CC=C(C=C1)CC(C)C)=O)C)C1=CC(=CC=C1)O